COC(=O)C=1N2C(C3=C(C(=CC=C3C1OCC1=CC=CC=C1)Cl)OC1=CC=CC=C1)=NC(=N2)N.ClCCOS(F)(F)(F)(F)F 1-chloro-2-(pentafluorosulfuranyloxy)ethane Methyl-2-amino-6-(benzyloxy)-9-chloro-10-phenoxy-[1,2,4]triazolo[5,1-a]isoquinoline-5-carboxylate